2-Cyclohexyl-1-(3-phenylpropyl)-1H-benzo[d]imidazole-4-carboxamide C1(CCCCC1)C1=NC2=C(N1CCCC1=CC=CC=C1)C=CC=C2C(=O)N